ClC1=C(C=CC=C1B1OC(C(O1)(C)C)(C)C)B1OC(C(O1)(C)C)(C)C 2,2'-(2-chloro-1,3-phenylene)bis(4,4,5,5-tetramethyl-1,3,2-dioxaborolan)